N1N=CC=2C1=C1C=3CCCCC3C(=NC1=CC2)C2=CC=C(C=C2)O 4-(8,9,10,11-tetrahydro-1H-pyrazolo[3,4-a]phenanthridin-7-yl)phenol